C(C)OC(CC(C[N+](=O)[O-])C1=C(C=C(C=C1)OC)C1OCCCO1)=O 3-(2-(1,3-dioxan-2-yl)-4-methoxyphenyl)-4-nitrobutanoic acid ethyl ester